ClC1=C(C=CC(=C1)Cl)CN1N=C(C=C1)NC(=O)C1=C(C=NC=C1F)F N-{1-[(2,4-dichlorophenyl)methyl]-1H-pyrazol-3-yl}-3,5-difluoro-4-pyridinecarboxamide